C(C)C1(COC1)COCCCOCC 3-ethyl-3-((ethoxyethylmethoxy)methyl)oxetane